N-acetyl-lysine benzyl-8-fluoro-5-[[1-(2-fluoro-4-nitro-phenyl)-4-piperidylidene]methyl]-3,4-dihydro-1H-isoquinoline-2-carboxylate C(C1=CC=CC=C1)C1N(CCC2=C(C=CC(=C12)F)C=C1CCN(CC1)C1=C(C=C(C=C1)[N+](=O)[O-])F)C(=O)O.C(C)(=O)N[C@@H](CCCCN)C(=O)O